cyclohexenyl-propyl-phosphinic acid C1(=CCCCC1)P(O)(=O)CCC